ClC1=NC=C(C(=N1)NCCC1=CC(=CC=C1)C(F)(F)F)C(=O)N 2-chloro-4-[[3-(trifluoromethyl)phenylethyl]amino]pyrimidin-5-carboxamide